dimethyl-2-(4-hydroxybenzyliden)malonate COC(C(C(=O)OC)=CC1=CC=C(C=C1)O)=O